N1=NNC2=C1C=CC(=C2)C#CC2=C1C=C(N=CC1=C(N=C2)NC)NC(COCCOCCCl)=O N-[5-[2-(3H-benzotriazol-5-yl)ethynyl]-8-(methylamino)-2,7-naphthyridin-3-yl]-2-[2-(2-chloroethoxy)ethoxy]acetamide